N-(3-Chloro-1H-indol-7-yl)-1-(1,1-dioxothietan-3-yl)pyrazol-4-sulfonamid ClC1=CNC2=C(C=CC=C12)NS(=O)(=O)C=1C=NN(C1)C1CS(C1)(=O)=O